tert-butyl 2-{[(1R,3R)-3-{[(tert-butoxy)carbonyl]amino}cyclopentyl] methoxy}acetate C(C)(C)(C)OC(=O)N[C@H]1C[C@@H](CC1)COCC(=O)OC(C)(C)C